(S)-2-((S)-2,4-Dimethylpiperazin-1-yl)-N-(3-(2-((2-fluoro-3-(methylsulfonyl)phenyl)amino)-5-methylpyrimidin-4-yl)-1H-indol-7-yl)propanamid C[C@@H]1N(CCN(C1)C)[C@H](C(=O)NC=1C=CC=C2C(=CNC12)C1=NC(=NC=C1C)NC1=C(C(=CC=C1)S(=O)(=O)C)F)C